C(C)OC(=O)C1CC(=NO1)CCC 3-propyl-4,5-dihydroisoxazole-5-carboxylic acid ethyl ester